FC=1C=C(C=C(C1)F)C[C@H](C1=C(C=C2C(=N1)C=CN2)C2=CC=C(C=C2)S(=O)(=O)N2CCOCC2)NC(OC(C)(C)C)=O tert-butyl (R)-(2-(3,5-difluorophenyl)-1-(6-(4-(morpholinosulfonyl)phenyl)-1H-pyrrolo[3,2-b]pyridin-5-yl)ethyl)carbamate